FC1=C(CN2CCC(CC2)C(=O)N)C=CC(=C1)NC1=NC=C(C(=N1)C=1C=C(C2=C(N(C(=N2)C)C(C)C)C1)F)F 1-(2-fluoro-4-((5-fluoro-4-(4-fluoro-1-isopropyl-2-methyl-1H-benzo[d]imidazol-6-yl)pyrimidin-2-yl)amino)benzyl)piperidine-4-carboxamide